CN(C1=CC=C(C=N1)C1=CC=C(C=C1)C=1SC2=C(N1)C=CC(=C2)NC(O)=O)C.C(C2=CC=CC=C2)C2N(C(OC2)=O)C(\C=C\C=2C=C(C=CC2)C2=CC=C(C=C2)C(F)(F)F)=O (E)-4-benzyl-3-(3-(4'-(trifluoromethyl)-[1,1'-biphenyl]-3-yl)propenoyl)oxazolidin-2-one N-[2-[4-[6-(dimethylamino)pyridin-3-yl]phenyl]-1,3-benzothiazol-6-yl]carbamate